N-(4-(aminomethyl)phenyl)acetamide NCC1=CC=C(C=C1)NC(C)=O